N-((3R,4S)-4-((4-((cyclopropylmethyl)amino)-2-(2,6-dichloro-3,5-dimethoxyphenyl)pyrido[3,4-d]pyrimidin-6-yl)amino)tetrahydrofuran-3-yl)acrylamide C1(CC1)CNC=1C2=C(N=C(N1)C1=C(C(=CC(=C1Cl)OC)OC)Cl)C=NC(=C2)N[C@H]2[C@H](COC2)NC(C=C)=O